tert-Butyl (2R,5S)-5-(4-(6-chloro-4-oxo-3,4-dihydro-7H-pyrrolo[2,3-d]pyrimidin-7-yl)phenyl)-2-methylmorpholine-4-carboxylate ClC1=CC2=C(N=CNC2=O)N1C1=CC=C(C=C1)[C@H]1CO[C@@H](CN1C(=O)OC(C)(C)C)C